(piperidin-4-yl)pyrrolidin N1CCC(CC1)N1CCCC1